ClCC=1C(=NC(=CC1)C)OC 3-(chloromethyl)-2-methoxy-6-methylpyridine